CS(=O)(=O)[O-].BrC1=NN(C(=C1)C[N+](CC)(CC)CC)C[C@@H](C)NC(=O)OC(C)(C)C N-[(3-bromo-1-{(2R)-2-[(tert-butoxycarbonyl)amino]propyl}-1H-pyrazol-5-yl)methyl]-N,N-diethylethanaminium methanesulfonate